(3R)-3-(2-(4-(2-chloro-3,4-dihydroxybenzyl)-2,3-dioxopiperazine-1-carboxamido)-2-(4-phosphonophenyl)acetamido)-2-hydroxy-3,4-dihydro-2H-benzo[e][1,2]oxaborinine-8-carboxylic acid ClC1=C(CN2C(C(N(CC2)C(=O)NC(C(=O)N[C@@H]2B(OC3=C(C2)C=CC=C3C(=O)O)O)C3=CC=C(C=C3)P(=O)(O)O)=O)=O)C=CC(=C1O)O